(R)-N-((S)-(4-chlorophenyl)(cyclopropyl)methyl)-2-methylpropane-2-sulfinamide ClC1=CC=C(C=C1)[C@@H](N[S@](=O)C(C)(C)C)C1CC1